ONC(=O)C(C(=O)NC1=CC=C(C=C1)CN1N=NC=C1CNS(=O)(=O)CC(C)C)CC(C)C 2-(Hydroxycarbamoyl)-N-[4-[[5-[(isobutylsulfonylamino)methyl]triazol-1-yl]methyl]phenyl]-4-methyl-pentanamide